(R)-6-(4-chlorobenzyl)-9-isopropyl-2-(pyridazin-3-yl)-2,6,9-triazaspiro[4.5]decane-7,10-dione ClC1=CC=C(CN2[C@@]3(CCN(C3)C=3N=NC=CC3)C(N(CC2=O)C(C)C)=O)C=C1